4-chloroaniline ClC1=CC=C(N)C=C1